6-(aminomethyl)nicotinonitrile NCC1=NC=C(C#N)C=C1